N1C(=NC=C1)C(=O)CC1=CC=C(/C=C/C(=O)O)C=C1 (E)-4-(1-imidazoyl-methyl)cinnamic acid